C(CCCCCCCCCCCCCCCC)C(CCCCCCCCCCCCCCCCC)NCC(=O)N N-(1-heptadecyloctadecyl)glycylamine